3-iodo-2,6-dimethylthieno[3,2-c]pyrazole IC1=C2C(=NN1C)C(=CS2)C